Tert-butyl N-[4-[4-[[1-[4-(benzyloxycarbonylamino) phenyl]-3-carbamoyl-pyrazol-4-yl]carbamoyl]oxazol-2-yl]-2-pyridyl]-N-(cyclopropylmethyl)carbamate C(C1=CC=CC=C1)OC(=O)NC1=CC=C(C=C1)N1N=C(C(=C1)NC(=O)C=1N=C(OC1)C1=CC(=NC=C1)N(C(OC(C)(C)C)=O)CC1CC1)C(N)=O